COS(=O)(=O)C1=CC=CC=C1.F[C@@H]1[C@@H](C1)N (1R,2S)-2-fluorocyclopropaneamine methylbenzenesulfonate